2-methyl-2-[3-[(1S)-1-methyl-2-[[(R)-phenyl-[(3R)-1,2,3,4-tetrahydropyrido[2,3-b]pyrazin-3-yl]methyl]amino]ethyl]phenyl]propanoic acid CC(C(=O)O)(C)C1=CC(=CC=C1)[C@@H](CN[C@@H]([C@H]1CNC2=C(N1)N=CC=C2)C2=CC=CC=C2)C